ClC1=C(C=CC=C1)S(=O)(=O)NC1=NC(=C(C=C1)C=1C=C2C=NC(=NC2=C(C1F)CC)NC1CCC(CC1)N(C)C)C 2-chloro-N-(5-(2-(((1r,4r)-4-(dimethylamino)cyclohexyl)amino)-8-ethyl-7-fluoroquinazolin-6-yl)-6-methylpyridin-2-yl)benzenesulfonamide